NC(C(C)(C)OC(C1=CC(=CC=C1)CN1N=C2C(=C1C1=C(C=CC=C1)F)CN(C2)C)=O)=O 1-amino-2-methyl-1-oxoprop-2-yl-3-((3-(2-fluorophenyl)-5-methyl-5,6-dihydropyrrolo[3,4-c]pyrazole-2(4H)-yl)methyl)benzoate